NC1=CC=C(C(=O)NC2=C(C=C(C=C2)N)C(F)(F)F)C=C1 4,4'-diamino-2'-trifluoromethylbenzanilide